N-[(2-Amino-3-pyridyl)sulfonyl]-6-(3-ethoxy-4-methyl-pyrazol-1-yl)-2-[(4S)-2,2,4-trimethylpyrrolidin-1-yl]pyridin-3-carboxamid NC1=NC=CC=C1S(=O)(=O)NC(=O)C=1C(=NC(=CC1)N1N=C(C(=C1)C)OCC)N1C(C[C@@H](C1)C)(C)C